C(C)(=O)OCC=1OC2=C(N1)C(=CC(=C2)NC(=O)C2=CC=C(C1=CN(N=C21)C)N2CCN(CC2)C(=O)OC(C)(C)C)F tert-butyl 4-[7-({2-[(acetyloxy)methyl]-4-fluoro-1,3-benzoxazol-6-yl}carbamoyl)-2-methylindazol-4-yl]piperazine-1-carboxylate